FC=1C(=CC2=C(N(N=N2)C)C1)OC1=C(C=C(C=C1)NC=1C2=C(N=CN1)C=CC(=N2)N2C[C@H](N(CC2)C(C=C)=O)C)C (R)-1-(4-(4-((4-((6-fluoro-1-methyl-1H-benzo[d][1,2,3]triazol-5-yl)oxy)-3-methylphenyl)amino)pyrido[3,2-d]pyrimidin-6-yl)-2-methylpiperazin-1-yl)prop-2-en-1-one